COC1(COCC1)C1=NC(=NC=C1)N1N=CC=2C=NC(=CC21)NC(C)=O N-(1-(4-(3-methoxytetrahydrofuran-3-yl)pyrimidin-2-yl)-1H-pyrazolo[4,3-C]pyridin-6-yl)acetamide